C(C)OC(COC1=CC=C(C=C1)C1C=2C=CC(=CC2CCC1C1=CC=CC=C1)O)OCC 6-cis-5-(4-(2,2-diethoxyethoxy)phenyl)-6-phenyl-5,6,7,8-tetrahydronaphthalen-2-ol